tert-butyl (3S)-3-[[4-[6-cyano-7-fluoro-1-(2-trimethylsilylethoxymethyl) indol-3-yl]-5-vinyl-pyrimidin-2-yl]amino]piperidine-1-carboxylate C(#N)C1=CC=C2C(=CN(C2=C1F)COCC[Si](C)(C)C)C1=NC(=NC=C1C=C)N[C@@H]1CN(CCC1)C(=O)OC(C)(C)C